ethyl 5,6,7,8-tetrahydroimidazo[1,2-a]pyridine-2-carboxylate N=1C(=CN2C1CCCC2)C(=O)OCC